FC=1C=2N(C=C(C1)NC(=O)C=1N=CC(=NC1)N1C[C@@H](CC1)NC(OC(C)(C)C)=O)C=C(N2)C tert-butyl N-[(3R)-1-[5-[(8-fluoro-2-methyl-imidazo[1,2-a]pyridin-6-yl)carbamoyl]pyrazin-2-yl]pyrrolidin-3-yl]carbamate